(2S,6R)-N-((S)-1-cyano-2-(2-fluoro-4-(3-methyl-2-oxo-2,3-dihydrobenzo[d]oxazol-5-yl)phenyl)ethyl)-6-(methoxy-d3)-1,4-oxazepane-2-carboxamide C(#N)[C@H](CC1=C(C=C(C=C1)C=1C=CC2=C(N(C(O2)=O)C)C1)F)NC(=O)[C@H]1OC[C@@H](CNC1)OC([2H])([2H])[2H]